(2R,3R,4R,5R)-5-(2-amino-6-ethoxy-9H-purin-9-yl)-4-fluoro-2-(((5-(2-isopropoxy-2-oxoethyl)-2-oxido-1,3,2-dioxaphosphinan-2-yl)oxy)methyl)-4-methyltetrahydrofuran-3-yl isobutyrate C(C(C)C)(=O)O[C@@H]1[C@H](O[C@H]([C@]1(C)F)N1C2=NC(=NC(=C2N=C1)OCC)N)COP1(OCC(CO1)CC(=O)OC(C)C)=O